1,2-dinaphthylamine C1=CC=C2C=C(C=CC2=C1)NC3=CC=CC4=CC=CC=C43